C(C)OC(=O)C1=CNC=N1 3H-imidazole-5-carboxylic acid ethyl ester